BrC=1C=C(O[Si](C)(C)C(C)(C)C)C=C(C1C)F (3-bromo-5-fluoro-4-methylphenoxy)(tert-butyl)di(methyl)silane